BrC1=CC=C2CN(C(C2=C1)=O)CC1=CC=C(C=C1)OC 6-bromo-2-(4-methoxybenzyl)isoindolin-1-one